N8-methyl-N8-((2-methyl-6-(4-methylpiperazin-1-yl)pyrimidin-4-yl)methyl)quinoline-6,8-diamine CN(C=1C=C(C=C2C=CC=NC12)N)CC1=NC(=NC(=C1)N1CCN(CC1)C)C